5-(2-(4-hydroxyphenyl)-1H-pyrrolo[2,3-b]pyridin-6-yl)pyridin-2-ol OC1=CC=C(C=C1)C1=CC=2C(=NC(=CC2)C=2C=CC(=NC2)O)N1